CN1C(NC(C=C1C(F)(F)F)=O)=O 1-methyl-6-(trifluoromethyl)pyrimidine-2,4(1H,3H)-dione